(3-(4-fluoro-2-methyl-1-(1-methylpiperidin-4-yl)-1H-benzo[d]imidazol-6-yl)-1H-pyrrolo[2,3-b]pyridin-5-yl)(4-methylpiperazin-1-yl)methanone FC1=CC(=CC=2N(C(=NC21)C)C2CCN(CC2)C)C2=CNC1=NC=C(C=C12)C(=O)N1CCN(CC1)C